ClC1=C(CN[C@@H]2[C@@H](CN(CC2)C2=CC=C(C=N2)C=2C=C(N(C2)S(=O)(=O)C2=CC=C(C)C=C2)C=2C=NN(C2)C)O)C(=CC=C1)F 4-(6-((3R,4S)-4-((2-chloro-6-fluorobenzyl)amino)-3-hydroxypiperidin-1-yl)pyridin-3-yl)-2-(1-methyl-1H-pyrazol-4-yl)-1-p-toluenesulfonyl-1H-pyrrole